{3-[(3S,4S)-4-amino-3-methyl-2-oxa-8-azaspiro[4.5]decan-8-yl]-6-[(3-chloro-2-methoxypyridin-4-yl)mercapto]-5-methylpyrazin-2-yl}methanol N[C@@H]1[C@@H](OCC12CCN(CC2)C=2C(=NC(=C(N2)C)SC2=C(C(=NC=C2)OC)Cl)CO)C